C(C(C)C)(=O)N1[C@H](CN(C[C@H]1C)[C@H](CCOC(F)(F)F)C1=CC=CC=C1)C(=O)NCC1=CC=C(C=C1)C1=NC=CC=N1 (2R,6R)-1-isobutyryl-6-methyl-4-((R)-1-phenyl-3-(trifluoromethoxy)propyl)-N-(4-(pyrimidin-2-yl)benzyl)piperazine-2-carboxamide